5-(ethoxymethyl)-1,2,4-oxadiazol C(C)OCC1=NC=NO1